C(C=C)(=O)OCO[Si](OC)(OC)C acryloxy-methyltrimethoxysilane